CC1=NOC(=C1C=1C=C(OC2=C(C=C(N)C=C2)C)C=C(C1)C)C 4-(3-(3,5-dimethylisoxazol-4-yl)-5-methylphenoxy)-3-methylaniline